[Cl-].ClC(C1=NC(=NO1)C1=CC=C(C=C1)C[NH3+])(F)F (4-(5-(chlorodifluoromethyl)-1,2,4-oxadiazol-3-yl)phenyl)methanaminium chloride